FC(C1=CC(=NC=2N1N=CC2C(=O)NOC)C2=CC(=C(C=C2)C)C)F 7-difluoromethyl-5-(3,4-dimethylphenyl)-N-methoxypyrazolo[1,5-a]pyrimidine-3-carboxamide